ClC1=CC=C(C=C1)N1N(C(CC1)=O)CC1=C(C=CC=C1)[N+](=O)[O-] 1-(4-chlorophenyl)-2-[(2-nitrophenyl)methyl]tetrahydro-1H-pyrazol-3-one